COC1=C(C=C2C=NNC2=C1)NC1=C2N=CNC2=NC=N1 N-(6-Methoxy-1H-indazol-5-yl)-9H-purin-6-amine